CC(C)(C#N)N=NC(C)(C)C#N Azobis(2-methylpropionitrile)